(1R,5S,7R)-exo-7-Ethyl-5-methyl-6,8-dioxabicyclo[3.2.1]octane C(C)[C@H]1O[C@@]2(CCC[C@H]1O2)C